2-cyclopropyl-5-((3-(3,6-dihydro-2H-pyran-4-yl)-2-(2,2,2-trifluoroethoxy)phenyl)amino)isonicotinic acid C1(CC1)C=1C=C(C(=O)O)C(=CN1)NC1=C(C(=CC=C1)C=1CCOCC1)OCC(F)(F)F